tert-butyl 4-(4-(((1R,3S)-3-((6-chloro-2-(trifluoromethyl)quinolin-4-yl)amino)cyclohexyl)carbamoyl)-1H-pyrazol-1-yl)piperidine-1-carboxylate ClC=1C=C2C(=CC(=NC2=CC1)C(F)(F)F)N[C@@H]1C[C@@H](CCC1)NC(=O)C=1C=NN(C1)C1CCN(CC1)C(=O)OC(C)(C)C